Cl.C(C1=CC=CC=C1)OC1=C(C=CC=C1F)C1=CC(=CC=C1F)C[C@]1(C[C@H](CC1)NS(=O)(=O)C)C(N)=N (1R,3S)-1-((2'-(benzyloxy)-3',6-difluoro-[1,1'-biphenyl]-3-yl)methyl)-3-(methylsulfonamido)cyclopentane-1-carboximidamide hydrochloride